4-chlorobenzyl (4-((1-isobutyl-N-methyl-1H-pyrazole-5-carboxamido)meth-yl)phenyl)carbamate C(C(C)C)N1N=CC=C1C(=O)N(C)CC1=CC=C(C=C1)NC(OCC1=CC=C(C=C1)Cl)=O